N=1N(N=C2C1C=CC=C2)C=2C=C(C=C(C2O)C(C)CC)S(=O)(=O)[O-] 3-(benzotriazol-2-yl)-5-butan-2-yl-4-hydroxybenzenesulfonate